C1CC=CN2CCCNC2C1 1,8-diazabicyclo[5.4.0]undecene